C(CCC)NC(=O)N1C=NC2=C1C=CC(=C2)OC(F)(F)F N-butyl-5-(trifluoromethoxy)-1H-benzo[d]imidazole-1-carboxamide